methyl 7-(5-chloro-2-(2-(5-cyano-2-methyl-4-oxo-7-(trifluoromethyl)quinazolin-3(4H)-yl)ethoxy)phenyl)-3-((4-methoxybenzyl)oxy)thieno[3,2-b]pyridine-2-carboxylate ClC=1C=CC(=C(C1)C1=C2C(=NC=C1)C(=C(S2)C(=O)OC)OCC2=CC=C(C=C2)OC)OCCN2C(=NC1=CC(=CC(=C1C2=O)C#N)C(F)(F)F)C